C(CCCCC)(=O)OCC(COC(CCCCC)=O)OC(CCCCC)=O propane-1,2,3-triyl tris(hexanoate)